4-(2-hydroxyethyl)styrene OCCC1=CC=C(C=C)C=C1